NC=1NC(C=2N=C(N(C2N1)CC1=CC=C(C=C1)F)NCC(=O)NCCOCCOCCOCCOCCOCCCCCCCl)=O N2-(2-amino-9-(4-fluorobenzyl)-6-oxo-6,9-dihydro-1H-purin-8-yl)-N-(21-chloro-3,6,9,12,15-pentaoxahenicos-1-yl)glycinamide